CC=1C(=C(C=O)C=CC1)S(=O)(=O)C 3-methyl-(methylsulfonyl)benzaldehyde